FC1=C(C(=CC=C1)F)C=1OCC(N1)C1=CC=C(C=C1)CSSCCOC 2-(2,6-Difluorophenyl)-4-(4-(((2-methoxyethyl)disulfaneyl)methyl)phenyl)-4,5-dihydrooxazole